4-phenyl-1H-quinolin-2-one C1(=CC=CC=C1)C1=CC(NC2=CC=CC=C12)=O